1-(3,4-Dimethyl-2-phenyl-2H-pyrazolo[3,4-d]pyridazin-7-yl)-N-[2-(2-methylpiperidin-1-yl)ethyl]piperidine-4-carboxamide CC=1N(N=C2C(=NN=C(C21)C)N2CCC(CC2)C(=O)NCCN2C(CCCC2)C)C2=CC=CC=C2